NC1=CC=C(C=N1)N1CCN(CC1)C(=O)O 4-(6-aminopyridin-3-yl)piperazine-1-carboxylic acid